BrC1=CC=C(C=C1)C(C(C)C)=O 1-(4-bromophenyl)-2-methylpropan-1-one